(S)-tert-butyl 8-(2-amino-6-((R)-2,2,2-trifluoro-1-(2-(3-methyl-1H-pyrazol-1-yl)-4-propylphenyl)ethoxy)pyrimidin-4-yl)-2,8-diazaspiro[4.5]decane-3-carboxylate NC1=NC(=CC(=N1)N1CCC2(C[C@H](NC2)C(=O)OC(C)(C)C)CC1)O[C@@H](C(F)(F)F)C1=C(C=C(C=C1)CCC)N1N=C(C=C1)C